N-[trans-4-(difluoromethoxy)cyclohexyl]-4-(furo[3,2-c]pyridin-4-yl)benzamide FC(O[C@@H]1CC[C@H](CC1)NC(C1=CC=C(C=C1)C1=NC=CC2=C1C=CO2)=O)F